FC1=NC(=CC=C1N1CCN(CC1)CC=1C=C(C=2C=3N(C(NC2C1)=O)C=CC3)F)C(NC)=O 8-((4-(2-fluoro-6-(methylcarbamoyl)pyridin-3-yl)piperazin-1-yl)methyl)-10-fluoropyrrolo[1,2-c]quinazolin-5(6H)-one